N-(4-cyanobenzyl)-1-methyl-2-oxo-8-((1-(N-(pyrazin-2-yl)sulfamoyl)cyclopropyl)methoxy)-1,2-dihydro-1,7-naphthyridine-3-carboxamide C(#N)C1=CC=C(CNC(=O)C=2C(N(C3=C(N=CC=C3C2)OCC2(CC2)S(NC2=NC=CN=C2)(=O)=O)C)=O)C=C1